(3-((5-fluoro-2-(4-(2-methoxyethoxy)-1-methyl-1H-pyrazol-5-yl)pyridin-4-yl)oxy)azetidin-1-yl)methanone FC=1C(=CC(=NC1)C1=C(C=NN1C)OCCOC)OC1CN(C1)C=O